C12(CC3CC(CC(C1)C3)C2)CC(C)N[C@@H]2C=C([C@@H]([C@@H]([C@H]2O)O)O)CF (1S,2S,3S,6R)-6-((1-((1S,3S)-adamantan-1-yl)propan-2-yl)amino)-4-(fluoromethyl)cyclohex-4-ene-1,2,3-triol